N[C@H]1CCC=2C=3C1=C1C(=NC3C=C(C2C)F)C2=CC3=C(C(N2C1)=O)COC([C@]3(O)CC)=O (1s,9s)-1-amino-9-ethyl-5-fluoro-1,2,3,9,12,15-hexahydro-9-hydroxy-4-methyl-10h,13h-benzo[de]pyrano[3',4':6,7]indolizino[1,2-b]quinoline-10,13-dione